CC1=C(C=CC(=O)NC(=N)N)C=C(C=C1)C 2,5-Dimethylcinnamoylguanidin